4,7-dihydro-1,4-oxazepin O1C=CNC=CC1